C(C)(C)(C)OC(CCC1=CC2=C(N(C(N2C)=O)C2C(NC(CC2)=O)=O)C=C1)=O.O(C#N)C1=CC=C(C=C1)C(CCCC)C1=CC=C(C=C1)OC#N 1,1-bis(4-cyanatophenyl)pentane tert-butyl-3-(1-(2,6-dioxopiperidin-3-yl)-3-methyl-2-oxo-2,3-dihydro-1H-benzo[d]imidazol-5-yl)propanoate